tert-butyl N-[(3s)-1-(2-isopropyl-1-methyl-5-nitro-1,3-benzodiazol-4-yl) pyrrolidin-3-yl]carbamate C(C)(C)C1=NC2=C(N1C)C=CC(=C2N2C[C@H](CC2)NC(OC(C)(C)C)=O)[N+](=O)[O-]